C(C)(C)OC(=O)C=1C(=NC(=NC1)NC1=C(C=C(C(=C1)N)N(C)CCN(C)C)OC)C=1C=C2C(=CN(C2=C(C1)C(N)=O)C)C 2-((5-amino-4-((2-(dimethylamino)ethyl)(methyl)amino)-2-methoxyphenyl)amino)-4-(7-carbamoyl-1,3-Dimethyl-1H-indol-5-yl)pyrimidine-5-carboxylic acid isopropyl ester